Dimethyl 4-(2-(4-fluorophenyl)-4-oxothiazolidin-3-yl)-5-methylphthalate FC1=CC=C(C=C1)C1SCC(N1C=1C=C(C(C(=O)OC)=CC1C)C(=O)OC)=O